C(=O)(OC(C)(C)C)N1C(CC1)C(=O)O N-Boc-azetidine-2-carboxylic acid